N-[2-amino-5-(4-fluorophenyl)phenyl]-4-[rel-(1S)-1-oxo-4,5-dihydro-3H-isothiazol-1-yl]benzamide NC1=C(C=C(C=C1)C1=CC=C(C=C1)F)NC(C1=CC=C(C=C1)S1(NCCC1)=O)=O